(S)-quinuclidin-3-yl (7-(quinolin-8-yl)chroman-4-yl)carbamate N1=CC=CC2=CC=CC(=C12)C1=CC=C2C(CCOC2=C1)NC(O[C@@H]1CN2CCC1CC2)=O